tert-butyl 4-(9-ethyl-3-(3-fluoro-2-hydroxyphenyl)-5,6,7,8,9,10-hexahydropyridazino[4',3':4,5]pyrrolo[2,3-d]azepine-7-carbonyl)-3,3-dimethyl-piperazine-1-carboxylate C(C)C1CN(CCC2=C1NC1=C2C=C(N=N1)C1=C(C(=CC=C1)F)O)C(=O)N1C(CN(CC1)C(=O)OC(C)(C)C)(C)C